sodium D-isoascorbate monohydrate C([C@H]([C@@H]1C(=C(C(=O)O1)[O-])O)O)O.O.[Na+]